methyl (R)-2-((4-((1-(tert-butoxycarbonyl)piperidin-3-yl)(8-methylisoquinolin-1-yl)carbamoyl)-3-fluorophenyl)amino)pyrimidine-4-carboxylate C(C)(C)(C)OC(=O)N1C[C@@H](CCC1)N(C(=O)C1=C(C=C(C=C1)NC1=NC=CC(=N1)C(=O)OC)F)C1=NC=CC2=CC=CC(=C12)C